N6-[(benzyloxy)carbonyl]-N-{2-[(α-D-mannopyranosyl)oxy]ethyl}-N2,N2-bis[2-({2-[(α-D-mannopyranosyl)oxy]ethyl}amino)-2-oxoethyl]-L-lysinamide C(C1=CC=CC=C1)OC(=O)NCCCC[C@H](N(CC(NCCO[C@@H]1[C@@H](O)[C@@H](O)[C@H](O)[C@H](O1)CO)=O)CC(=O)NCCO[C@@H]1[C@@H](O)[C@@H](O)[C@H](O)[C@H](O1)CO)C(=O)NCCO[C@@H]1[C@@H](O)[C@@H](O)[C@H](O)[C@H](O1)CO